1-(3,4-dihydroxyphenyl)-2-((5-phenyl-4H-1,2,4-triazol-3-yl)thio)ethan-1-one OC=1C=C(C=CC1O)C(CSC1=NN=C(N1)C1=CC=CC=C1)=O